8-(6-tert-butylpyridin-3-yl)-1-methyl-6-oxo-1H,2H,3H,4H,6H-[1,3]diazino[1,2-a]pyrimidine-7-carbonitrile C(C)(C)(C)C1=CC=C(C=N1)C=1N=C2N(CCCN2C)C(C1C#N)=O